FC1=C(C=CC=C1)COC=1C=CC2=C(C(=C(S2)C)C(=O)N[C@@H](C(=O)N)CO)C1 (2R)-2-({5-[(2-fluorophenyl)methoxy]-2-methyl-1-benzothiophen-3-yl}formamido)-3-hydroxypropanamide